C(=O)(OC(C)(C)C)N[C@@H](CC1=CN(C2=CC=CC=C12)C(=O)OC(C)(C)C)C(=O)O N-Boc-N'-Boc-L-tryptophan